4-(1-Bromovinyl)-1-methyl-1H-pyrazole BrC(=C)C=1C=NN(C1)C